C[C@H]1C(=O)[C@H]([C@H]([C@H](O1)OP(=O)([O-])OP(=O)([O-])OC[C@@H]2[C@H](C[C@@H](O2)N3C=C(C(=O)NC3=O)C)O)O)O The molecule is the nucleotide-sugar oxoanion that is the dianion formed from dTDP-4-dehydro-beta-L-rhamnose by loss of two protons from its diphospho group. Intermediate in dTDP-rhamnose biosynthesis. It is a conjugate base of a dTDP-4-dehydro-beta-L-rhamnose.